(R)-4-((1S,6R)-5-((S)-3-(4-benzylpiperazin-1-yl)-2-(4-chlorophenyl)propanoyl)-2,5-diazabicyclo[4.1.0]hept-2-yl)-5-methyl-5,8-dihydropyrido[2,3-d]pyrimidin-7(6H)-one C(C1=CC=CC=C1)N1CCN(CC1)C[C@@H](C(=O)N1CCN([C@H]2C[C@@H]12)C=1C2=C(N=CN1)NC(C[C@H]2C)=O)C2=CC=C(C=C2)Cl